3-((5-(3,5-dimethylisoxazol-4-yl)-1H-pyrrolo[3,2-b]pyridin-3-yl)amino)benzonitrile CC1=NOC(=C1C1=CC=C2C(=N1)C(=CN2)NC=2C=C(C#N)C=CC2)C